C(C)(=O)O[C@@H](CC#C)[C@H]1O[C@H]([C@@H](C1)OC(C)=O)N1C=2N=C(NC(C2N(C1=O)CC#C)=O)NC(C)=O (S)-1-((2S,4R,5R)-5-(2-Acetamido-6,8-dioxo-7-(prop-2-yn-1-yl)-1,6,7,8-tetrahydro-9H-purin-9-yl)-4-acetoxytetrahydrofuran-2-yl)but-3-yn-1-yl acetate